5-methoxymethyl-2-furan-formaldehyde COCC1=CC=C(O1)C=O